C(C)OC(C=CC1CCCCC1)=O ethyl-3-cyclohexylacrylate